(S)-2-((1H-pyrazolo[3,4-d]pyrimidin-4-yl)amino)-4-((3-fluoropropyl)(4-(5,6,7,8-tetrahydro-1,8-naphthyridin-2-yl)butyl)amino)butanoic acid N1N=CC=2C1=NC=NC2N[C@H](C(=O)O)CCN(CCCCC2=NC=1NCCCC1C=C2)CCCF